O=S1(C(COCC1)C1C(N(C1)C=1C=C(C(=C2C=C(N=CC12)NC1=NC(=NC=C1)N1C[C@@H]([C@@H](CC1)OC)F)C(C)C)NC(C=C)=O)C)=O N-(8-(3-(4,4-dioxido-1,4-oxathian-3-yl)-2-methylazetidin-1-yl)-3-((2-((3S,4R)-3-fluoro-4-methoxypiperidin-1-yl)pyrimidin-4-yl)amino)-5-isopropylisoquinolin-6-yl)acrylamide